3-aminomethyl-2-phenylquinolin-4(1H)-one NCC1=C(NC2=CC=CC=C2C1=O)C1=CC=CC=C1